3-(1,1-difluoroethyl)-1-((4-fluorobicyclo[2.2.1]heptan-1-yl)methyl)-4-methyl-N-(2-sulfamoylpyridin-4-yl)-1H-pyrazole-5-carboxamide FC(C)(F)C1=NN(C(=C1C)C(=O)NC1=CC(=NC=C1)S(N)(=O)=O)CC12CCC(CC1)(C2)F